C(=O)(OC(C)(C)C)CC(=O)OC(CC(=O)OC(C)(C)C)=O Boc-acetic anhydride